N-((1-(2-chloro-5-(trifluoromethyl)phenyl)cyclopropyl)methyl)-4-(trifluoromethoxy)benzenesulfonamide ClC1=C(C=C(C=C1)C(F)(F)F)C1(CC1)CNS(=O)(=O)C1=CC=C(C=C1)OC(F)(F)F